7-ethoxy-4-(1-methyl-3-phenyl-1H-pyrazol-4-yl)quinazolin-6-yl (S)-2,4-dimethylpiperazine-1-carboxylate C[C@@H]1N(CCN(C1)C)C(=O)OC=1C=C2C(=NC=NC2=CC1OCC)C=1C(=NN(C1)C)C1=CC=CC=C1